C1(=CC=CC2=CC=CC=C12)S(=O)(=O)ON=C(C1=CC=CC=C1)C#N (1-naphthylsulfonyloxyimino)benzyl cyanide